trifluorooctyl-L-lysine Benzyl Ester C(C1=CC=CC=C1)OC([C@@H](NCCCCCCCC(F)(F)F)CCCCN)=O